4-(3-Methylsulfonyloxycyclobutyl)piperazine-1-carboxylic acid tert-butyl ester C(C)(C)(C)OC(=O)N1CCN(CC1)C1CC(C1)OS(=O)(=O)C